(1-cyclopropyl-1H-pyrazol-4-yl)-5-(2-fluoro-6-methyl-4-(piperidin-2-yl)phenyl)-1H-pyrazolo[3,4-c]pyridine C1(CC1)N1N=CC(=C1)N1N=CC=2C1=CN=C(C2)C2=C(C=C(C=C2C)C2NCCCC2)F